C(#N)CC1(CCC(CC1)NC)N1N=C(C(=C1)C(=O)N)NC(=O)C1CC1 1-[1-(cyanomethyl)-4-(methylamino)cyclohexyl]-3-(cyclopropanecarbonylamino)pyrazole-4-carboxamide